(2S,3S,4R,5R)-5-(2-(5-chloropyridin-3-yl)-6-((3-methylbenzyl)amino)-9H-purin-9-yl)-3,4-dihydroxy-N-methyltetrahydrofuran-2-carboxamide ClC=1C=C(C=NC1)C1=NC(=C2N=CN(C2=N1)[C@H]1[C@@H]([C@@H]([C@H](O1)C(=O)NC)O)O)NCC1=CC(=CC=C1)C